(3R)-oxocyclopentan-3-amine O=C1C[C@@H](CC1)N